C(=O)O.FC1(CC(C1)(CC1=NN=CN1C)C=1C=C(C=CC1)N1C(C2=CC(=CC(=C2C1)C(F)(F)F)CNCC1(CC1)C)=O)F 2-(3-(3,3-difluoro-1-((4-methyl-4H-1,2,4-triazol-3-yl)methyl)cyclobutyl)phenyl)-6-((((1-methylcyclopropyl)methyl)amino)methyl)-4-(trifluoromethyl)isoindolin-1-one formate